[N+](=O)([O-])C1=CC=C(OP(=O)(OC2=CC=CC=C2)N[C@@H](C)C(=O)OCC(C)(C)OP(=O)(OCC2=CC=CC=C2)OCC2=CC=CC=C2)C=C1 2-((bis(benzyloxy)phosphoryl)oxy)-2-methylpropyl ((4-nitrophenoxy)(phenoxy) phosphoryl)-L-alaninate